CC1=NNC(=C1)C1=NSC=2C1=NC(=CC2N2S(CCCC2)(=O)=O)N2[C@@H](COCC2)C [3-(3-methyl-1H-pyrazol-5-yl)-5-[(3R)-3-methylmorpholin-4-yl]-[1,2]thiazolo[4,5-b]pyridin-7-yl]-1λ^6,2-thiazinane-1,1-dione